N-nonylheptane-1,7-diamine C(CCCCCCCC)NCCCCCCCN